CC(C(C)O)CCC1C(C(=CC1)C)(C)C 3-methyl-5-(2,2,3-trimethyl-cyclopent-3-en-1-yl)pentan-2-ol